tert-butyl 5-((3-chloro-2-methoxyphenyl)carbamothioyl)-4-(((3-(2-methyl-2-(pyridin-2-yl)propoxy)pyridin-4-yl)methyl)amino)-6-oxo-3,6-dihydropyridine-1(2H)-carboxylate ClC=1C(=C(C=CC1)NC(=S)C1=C(CCN(C1=O)C(=O)OC(C)(C)C)NCC1=C(C=NC=C1)OCC(C)(C1=NC=CC=C1)C)OC